(1S,4S,5R)-[[4-cyclopropyl-1-(2,6-dimethylphenyl)-1H-pyrazol-5-yl]methoxy]-2-azabicyclo[2.2.1]heptane C1(CC1)C=1C=NN(C1CO[C@@]12NC[C@@H](CC1)C2)C2=C(C=CC=C2C)C